4-amino-1-[(2R,3R,4S,5R)-4-benzyloxy-5-(benzyloxymethyl)-5-methyl-3-phenoxycarbothioyloxy-tetrahydrofuran-2-yl]-5-fluoro-pyrimidin-2-one NC1=NC(N(C=C1F)[C@@H]1O[C@]([C@H]([C@H]1OC(=S)OC1=CC=CC=C1)OCC1=CC=CC=C1)(C)COCC1=CC=CC=C1)=O